3-iodo-2-methyl-2H-pyrazolo[4,3-d]Pyrimidine IC=1N(N=C2C1N=CN=C2)C